methyl (2S,11S)-6-bromo-12-oxo-11-(2,2,2-trifluoroacetamido)-1-azatricyclo[6.4.1.0[4,13]]trideca-4(13),5,7-triene-2-carboxylate BrC1=CC=2C[C@H](N3C([C@H](CCC(=C1)C32)NC(C(F)(F)F)=O)=O)C(=O)OC